6-bromo-2,8-dimethyl-pyrido[2,3-d]Pyrimidin-7-one BrC1=CC2=C(N=C(N=C2)C)N(C1=O)C